C(#N)C=1C=C(C=CC1)C=1N=C(SC1C1=CC(=NC(=C1)C)C)NC(=O)N1[C@@H](CNCC1)C (2R)-N-[4-(3-cyanophenyl)-5-(2,6-dimethyl-4-pyridinyl)thiazol-2-yl]-2-methyl-piperazine-1-carboxamide